O1CCN(CC1)C1=C(C=NC=C1)C1CN(C1)C(=O)OC(C)(C)C tert-butyl 3-(4-morpholinopyridin-3-yl)azetidine-1-carboxylate